C(#CC)OCCO 2-propynyl-oxyethanol